3-(2,2-difluoroethyl)-7-((3-fluoro-1-methylpiperidin-4-yl)amino)-1-oxidobenzo[b]thiophen FC(CC=1C2=C(S(C1)=O)C(=CC=C2)NC2C(CN(CC2)C)F)F